C1(CC1)C1=C(C(=NO1)C1=C(C=CC=C1Cl)Cl)C1=CC2(C1)CCN(CC2)C2=CC=C1C(=N2)N(C=C1C(=O)O)C 6-(2-(5-cyclopropyl-3-(2,6-dichlorophenyl)isoxazol-4-yl)-7-azaspiro[3.5]non-1-en-7-yl)-1-methyl-1H-pyrrolo[2,3-b]pyridine-3-carboxylic acid